C(C)OC(=O)C1C(C1)CC1CCCCC1 2-(Cyclohexylmethyl)cyclopropane-1-carboxylic acid ethyl ester